5-(4-bromo-3-fluorophenoxy)-1H-indole-2-carboxylic acid BrC1=C(C=C(OC=2C=C3C=C(NC3=CC2)C(=O)O)C=C1)F